2-((2-(2-([1,1'-biphenyl]-3-ylamino)-2-oxoethyl)benzofuran-6-yl)oxy)-2-methylpropanoic acid C1(=CC(=CC=C1)NC(CC=1OC2=C(C1)C=CC(=C2)OC(C(=O)O)(C)C)=O)C2=CC=CC=C2